(6-((5-bromo-2-((2-methoxy-5-methyl-4-(4-(Piperazin-1-yl)piperidin-1-yl)phenyl)amino)pyrimidin-4-yl)amino)quinoxalin-5-yl)dimethylphosphine oxide BrC=1C(=NC(=NC1)NC1=C(C=C(C(=C1)C)N1CCC(CC1)N1CCNCC1)OC)NC=1C(=C2N=CC=NC2=CC1)P(C)(C)=O